1-(4-(5-(3-aminopropyl)-1,2,4-oxadiazol-3-yl)phenyl)ethan-1-one O-(4-phenylbutyl) oxime hydrochloride Cl.C1(=CC=CC=C1)CCCCON=C(C)C1=CC=C(C=C1)C1=NOC(=N1)CCCN